ClC=1N=C(C2=C(N1)CC(C2)CO)Cl (2,4-dichloro-6,7-dihydro-5H-cyclopenta[d]pyrimidin-6-yl)methanol